methyl-d-citrate C([2H])C(C(=O)[O-])C(O)(C(=O)[O-])CC(=O)[O-]